(R)-3-((diphenylmethylene)amino)-5-phenyl-3-(trifluoromethyl)pent-4-ynoic acid methyl ester COC(C[C@@](C#CC1=CC=CC=C1)(C(F)(F)F)N=C(C1=CC=CC=C1)C1=CC=CC=C1)=O